FC(C1CCN(CC1)C1=CC=C(C=C1)NC1C[C@@H]2CC(C[C@@H]2C1)N)(F)F (3aR,6aS)-N2-(4-(4-(trifluoromethyl)piperidin-1-yl)phenyl)octahydropentalene-2,5-diamine